1H-pyrazolo[3',4':3,4]pyrazolo[1,5-a]pyridin-6-ol N1N=CC=2C1=NN1C2C=CC(=C1)O